Mono-Fmoc ethylenediamine butyl 2-(4-amino-8-methyl-9H-pyrido[2',3':4,5]pyrrolo[2,3-d]pyrimidin-9-yl)acetate NC=1C2=C(N=CN1)N(C1=C2N=CC=C1C)CC(=O)OCCCC.C(=O)(OCC1C2=CC=CC=C2C2=CC=CC=C12)NCCN